N1N=CC(=C1)C1=CC=C(C=C1)N1C(N(C2(C1)CCN(CC2)CC2CCCC2)CC2=CC(=CC=C2)OC)=O 3-(4-(1H-pyrazol-4-yl)phenyl)-8-(cyclopentylmethyl)-1-(3-methoxybenzyl)-1,3,8-triazaspiro[4.5]decan-2-one